C(CC)(=O)NC(C(=O)N[C@H](C(=O)N[C@H](C(=O)O)C)C)NC(CC)=O (S)-2-((S)-2-(2,2-dipropionamidoacetamido)propanamido)-propionic acid